ClC=1C(=C(C(=C(C#N)C1N1C2=CC=C(C=C2C=2C=C(C=CC12)C(C)(C)C)C(C)(C)C)N1C2=CC=C(C=C2C=2C=C(C=CC12)C(C)(C)C)C(C)(C)C)C#N)N1C2=CC=C(C=C2C=2C=C(C=CC12)C(C)(C)C)C(C)(C)C 5-chloro-2,4,6-tris(3,6-di-tert-butyl-9H-carbazol-9-yl)isophthalonitrile